1-(6-(6-(2-(methylsulfonyl)phenylamino)pyrimidin-4-ylamino)pyridine-3-yl)ethanone CS(=O)(=O)C1=C(C=CC=C1)NC1=CC(=NC=N1)NC1=CC=C(C=N1)C(C)=O